(S)-8-(6-amino-5-((2-amino-3-chloropyridin-4-yl)thio)pyrazin-2-yl)-2-cyclopropyl-8-azaspiro[4.5]dec-2-en-1-amine p-toluenesulfonate salt CC1=CC=C(C=C1)S(=O)(=O)O.NC1=C(N=CC(=N1)N1CCC2(CC=C([C@H]2N)C2CC2)CC1)SC1=C(C(=NC=C1)N)Cl